COC1(CC12CC2)C(=O)NC methoxy-N-methyl-spiro[2.2]pentane-1-carboxamide